NC1=C(C(=NN1C(CO)C)C1=CC=C(C=C1)CC(=O)NC1=CC(=NO1)CC(C)(C)C)C#N 2-(4-(5-Amino-4-cyano-1-(1-hydroxypropan-2-yl)-1H-pyrazol-3-yl)phenyl)-N-(3-neopentylisoxazol-5-yl)acetamide